acryloyloxyhexyl-trimellitic acid C(C=C)(=O)OCCCCCCC1=C(C(C(=O)O)=CC=C1C(=O)O)C(=O)O